C1(CC1)C=1C=C(C(=NC1)C=1OC2=C(N1)C=C(C=C2)SC(F)(F)F)S(=O)(=N)CC [5-cyclopropyl-2-[5-(trifluoromethylsulfanyl)-1,3-benzoxazol-2-yl]-3-pyridyl]-ethyl-imino-oxo-λ6-sulfane